amino-aspartic acid NN[C@@H](CC(=O)O)C(=O)O